C(CCC)NP(N)(N)=S n-Butyl-thiophosphoric triamide